FC1=C(C=CC(=C1)COC(\C=C\C1=CC(=C(C=C1)O)OC)=O)OC(\C=C\C1=CC(=C(C=C1)O)OC)=O (E)-2-fluoro-4-((((E)-3-(4-hydroxy-3-methoxyphenyl)acryloyl)oxy)methyl)phenyl-3-(4-hydroxy-3-methoxyphenyl)acrylate